OC12CC3(CC(=CC(C1)(C3)O)C2)OC(C(=C)C)=O 3,5-dihydroxy-1-methacryloxyadamantaneN